C(=C)C1=C(C=C(C(=C1)[N+](=O)[O-])OC)N1CCC(CC1)N1CCN(CC1)C 1-[1-(2-ethenyl-5-methoxy-4-nitrophenyl)piperidin-4-yl]-4-methylpiperazine